CC1=CNC2=CC=C(C=C12)S(=O)(=O)N1C=C(C=C1)C(=O)OC methyl 1-((3-methyl-1H-indol-5-yl)sulfonyl)-1H-pyrrole-3-carboxylate